The molecule is a C-nitro compound isolated from Streptoalloteichus sp.1454-19. It is a siderophore which exhibits immunosuppressive activity on a mixed lymphocyte culture reaction (MLCR). It has a role as a metabolite, an antimicrobial agent and an immunosuppressive agent. It is a C-nitro compound, a hydroxamic acid and a primary amino compound. C(CCN)CCN(C(=O)CCC(=O)NCCCCCN(C(=O)CCC(=O)NCCCCC[N+](=O)[O-])O)O